[Cl-].[Cl-].C[Si](=[Zr+2](C1C(=CC2=C(C(=C(C=C12)C(C)(C)C)OC)C1=CC(=CC(=C1)C)C)C)C1C(=CC2=C(C=3CCCC3C(=C12)C1=CC(=CC(=C1)C)C)C1=CC(=CC(=C1)C)C)C)C Anti-dimethylsilanediyl-[2-methyl-4,8-di(3,5-dimethylphenyl)-1,5,6,7-tetrahydro-s-indacen-1-yl][2-methyl-4-(3,5-dimethylphenyl)-5-methoxy-6-tert-butylinden-1-yl]zirconium dichloride